C1(CCCCC1)S(=O)(=O)C=1C=C(C=CC1)NC(C1=C(N=CC=C1)F)=O N-(3-(cyclohexylsulfonyl)phenyl)-2-fluoronicotinamide